(E)-N-(mesyl)oxyiminodiacetic acid ethyl ester C(C)OC(CN(OS(=O)(=O)C)CC(=O)O)=O